(1-(trifluoromethyl)-1H-pyrazol-3-yl)methyl ((7-chloro-2-(2,6-dioxopiperidin-3-yl)-4-fluoro-3-oxoisoindolin-5-yl)methyl)carbamate ClC=1C=C(C(=C2C(N(CC12)C1C(NC(CC1)=O)=O)=O)F)CNC(OCC1=NN(C=C1)C(F)(F)F)=O